COC=1C=CC(=NC1)C(=O)N[C@@H](C)C(=O)OC Methyl (5-methoxypicolinoyl)-L-alaninate